C(C)OC(C(C)C)=O ETHYLISOBUTYRAT